C1(CC1)CN1CCC(CC1)C(=O)OCC(CCCCCC\C=C/C\C=C/CCCCCCCC(=O)[O-])CCCCCC\C=C/C\C=C/CCCCCCCC(=O)[O-] (9Z,9'Z,12Z,12'Z)-2-(((1-(cyclopropylmethyl)piperidine-4-carbonyl)oxy)methyl)propane-1,3-diylbis(octadeca-9,12-dienoate)